butyl ((6-(3-(dimethylamino)azetidine-1-carbonyl)benzo[d]thiazol-2-yl)methyl)carbamate CN(C1CN(C1)C(=O)C1=CC2=C(N=C(S2)CNC(OCCCC)=O)C=C1)C